N-[(2S,3R)-2-{[3-(4,6-dimethylpyridin-2-yl)-2-fluorophenyl]methyl}-4,4-difluoro-1-(2-hydroxy-2-methylpropanoyl)pyrrolidin-3-yl]ethanesulfonamide CC1=CC(=NC(=C1)C)C=1C(=C(C=CC1)C[C@@H]1N(CC([C@@H]1NS(=O)(=O)CC)(F)F)C(C(C)(C)O)=O)F